CC=1C(=C(C([IH]C1C(=O)O)C)C)C tetramethyl-6-carboxyliodainine